N-(5-cyclopentylpyridin-2-yl)-3-(5-methoxypyridin-2-yl)-1,2,4-thiadiazol-5-amine C1(CCCC1)C=1C=CC(=NC1)NC1=NC(=NS1)C1=NC=C(C=C1)OC